C(CCCCCCCCCCCCCCCCC)N(C1=CC=CC=C1)C1=CC=CC=C1 octadecyl-diphenyl-amine